4-({Methyl[4-methyl-1-(2-methylfuran-3-carbonyl)-3-[1-(morpholin-4-carbonyl)-2-(trifluoromethyl)piperidin-3-yl]-1H-pyrazol-5-yl]amino}methyl)benzol CN(C1=C(C(=NN1C(=O)C1=C(OC=C1)C)C1C(N(CCC1)C(=O)N1CCOCC1)C(F)(F)F)C)CC1=CC=CC=C1